NC=1C(N(C=C(C1)F)C1=NC=CC=C1)=O 3-amino-5-fluoro-2H-[1,2'-bipyridine]-2-one